Cl.FC1(CC(C1)COC1=CC=C2CCNCC2=C1)F 7-[(3,3-difluorocyclobutyl)methoxy]-1,2,3,4-tetrahydroisoquinoline hydrochloride